6-Methyl-4-(1-phenylvinyl)-1-toluenesulfonyl-1,6-dihydro-7H-pyrrolo[2,3-C]pyridin-7-one CN1C(C2=C(C(=C1)C(=C)C1=CC=CC=C1)C=CN2S(=O)(=O)CC2=CC=CC=C2)=O